NC1=NC=2C=C(C(=CC2C2=C1COC2)C(=O)N(C)[C@H]2COCC1=C2C=CC(=C1F)C(F)(F)F)Cl 4-amino-7-chloro-N-((4R)-8-fluoro-7-(trifluoromethyl)-3,4-dihydro-1H-2-benzopyran-4-yl)-N-methyl-1,3-dihydrofuro[3,4-c]-quinoline-8-carboxamide